CC\C=C\CC (E)-hex-3-ene